N1(CC1)C(C([C@H](CC=1C(=NC=CC1)O)NCC(C[C@@H](C=O)NC(=O)C=1NC2=CC=CC(=C2C1)OC)C)=O)=O N-((S)-(((S)-4-(aziridin-1-yl)-1-(2-hydroxypyridin-3-yl)-3,4-dioxobutan-2-yl)amino)-4-methyl-1-oxopentan-2-yl)-4-methoxy-1H-indole-2-carboxamide